dimethylaminothiocarbamic acid S-(4-cyano-2-cyclopropoxyphenyl) ester C(#N)C1=CC(=C(C=C1)SC(NN(C)C)=O)OC1CC1